5-[2-(5-fluoro-2-pyridinyl)-6,6-dimethyl-4,7-dihydropyrazolo[5,1-c][1,4]oxazin-3-yl]pyrazolo[1,5-a]pyridin-3-amine FC=1C=CC(=NC1)C1=NN2C(COC(C2)(C)C)=C1C1=CC=2N(C=C1)N=CC2N